3,5-dichloro-4-((3-methylquinolin-6-yl)oxy)aniline (R)-benzyl-2-(((benzyloxy)carbonyl)amino)-3-(3-(3-chloro-5-methylpyridin-2-yl)-5-fluorobenzamido)propanoate C(C1=CC=CC=C1)OC([C@@H](CNC(C1=CC(=CC(=C1)F)C1=NC=C(C=C1Cl)C)=O)NC(=O)OCC1=CC=CC=C1)=O.ClC=1C=C(N)C=C(C1OC=1C=C2C=C(C=NC2=CC1)C)Cl